C1(CCCC1)N1C(C(=CC2=C1N=C(N=C2)NC2=CC=C1CCN(CC1=C2)C)C#N)=O 8-cyclopentyl-2-((2-methyl-1,2,3,4-tetrahydroisoquinolin-7-yl)amino)-7-oxo-7,8-dihydropyrido[2,3-d]pyrimidine-6-carbonitrile